COC=1C(=C2C(=CC1)S(S2(=O)=O)(=O)=O)OC dimethoxyphenylenedisulfone